FC1(CC(C1)C(NC(=O)C1=C(C=NO1)CC)C=1OC2=C(N1)C=C(C=C2)CN2C(NC(C2)C(F)(F)F)=O)F N-((3,3-difluorocyclobutyl)(5-((2-oxo-4-(trifluoromethyl)imidazolidin-1-yl)methyl)benzo[d]oxazol-2-yl)methyl)-4-ethylisoxazole-5-carboxamide